OS(=O)(=O)C(F)(F)F.P phosphane triflate